5-[(3S)-2-(3,3-difluoro-2,2-dimethylpropanoyl)-1,2-oxazolidin-3-yl]Thiophene-2-carbonitrile FC(C(C(=O)N1OCC[C@H]1C1=CC=C(S1)C#N)(C)C)F